5-(4-amino-2-fluorophenyl)-1-methylpyrimidin-2(1H)-one NC1=CC(=C(C=C1)C=1C=NC(N(C1)C)=O)F